NC1=CC=C(C=C1)C1(CCCC1)C#N 1-(4-aminophenyl)cyclopentane-1-carbonitrile